NC1=NC(=C(C(=N1)N)OCCOC=1C=C(C=CC1)/C=C/C(=O)O)CC (E)-3-{3-[2-(2,4-Diamino-6-ethylpyrimidin-5-yloxy)ethoxy]phenyl}acrylic acid